C1(=CC=CC=C1)C1=CC=C(C2=CC=CC=C12)C1=NN=C(O1)B(O)O (5-(4-phenylnaphthalen-1-yl)-1,3,4-oxadiazol-2-yl)boronic acid